CC=1C=C2C(C=C(OC2=C(C1)C(C)NC1=C(C(=O)O)C=CC=C1)C=1C=C2C=NN(C2=CC1)C)=O 2-((1-(6-methyl-2-(1-methyl-1H-indazol-5-yl)-4-oxo-4H-chromen-8-yl)ethyl)amino)benzoic acid